2-(bromomethyl)-1-iodo-3-methylbenzene BrCC1=C(C=CC=C1C)I